2-(6-Bromo-5-fluoro-1-oxospiro[3H-isoquinolin-4,1'-cyclopropan]-2-yl)acetic acid methyl ester COC(CN1C(C2=CC=C(C(=C2C2(CC2)C1)F)Br)=O)=O